[4-benzyloxy-1-[2-[(E)-4-bromobut-2-enoxy]-4-fluoro-phenyl]pyrazolo[3,4-d]pyrimidin-6-yl]methanol C(C1=CC=CC=C1)OC1=C2C(=NC(=N1)CO)N(N=C2)C2=C(C=C(C=C2)F)OC\C=C\CBr